1-(((1-Aminoisoquinolin-5-yl)amino)methyl)-N-(2,3-dihydro-1H-inden-5-yl)-4-(((1,6-dimethyl-2-oxo-1,2-dihydropyridin-4-yl)oxy)methyl)-2-azabicyclo[2.1.1]hexane-2-carboxamide NC1=NC=CC2=C(C=CC=C12)NCC12N(CC(C1)(C2)COC2=CC(N(C(=C2)C)C)=O)C(=O)NC=2C=C1CCCC1=CC2